N-[[2-(3-fluoro-4-pyridyl)-3-methyl-1H-indol-5-yl]methyl]-4-methyl-pyrimidine-5-carboxamide FC=1C=NC=CC1C=1NC2=CC=C(C=C2C1C)CNC(=O)C=1C(=NC=NC1)C